Cl.NCC1CN(CCO1)C(=O)C1CCN(CC1)C(=O)C1=C(C=C(C=C1)NC=1C=2N(C=CN1)C(=CN2)C2=CC=C(C=C2)OC(F)F)C (4-(2-(aminomethyl)morpholine-4-carbonyl)piperidin-1-yl)(4-((3-(4-(difluoromethoxy)phenyl)imidazo[1,2-a]pyrazin-8-yl)amino)-2-methylphenyl)methanone hydrochloride